P(=O)([O-])([O-])F.[Ca+2] calcium fluorophosphate